C1(CC1)C=1C=C(OC2=CC=C(C(=O)O)C=C2)C=C(C1)C1CC1 4-(3,5-Dicyclopropylphenoxy)benzoic acid